NC1=C(C=C(C=N1)NC(C(=O)N1C(CC[C@@H](C1)C)C=1C=CC2=C(N=C(S2)C2C(CN(CC2)C)(C)C)C1)=O)CC N-(6-amino-5-ethylpyridin-3-yl)-2-((5S)-5-methyl-2-(2-(1,3,3-trimethylpiperidin-4-yl)benzo[d]thiazol-5-yl)piperidin-1-yl)-2-oxoacetamide